2-methyl-isoquinolin-1-one CN1C(C2=CC=CC=C2C=C1)=O